Lauryl-lauric acid amide C(CCCCCCCCCCC)C(C(=O)N)CCCCCCCCCC